(2S,3R)-3-((tert-butoxycarbonyl)amino)-4-(4-chlorophenyl)-2-hydroxybutanoic acid C(C)(C)(C)OC(=O)N[C@@H]([C@@H](C(=O)O)O)CC1=CC=C(C=C1)Cl